N-ethyl-N-(2,2,2-trifluoroethyl)piperidin-4-amine hydrochloride salt Cl.C(C)N(C1CCNCC1)CC(F)(F)F